3-(4-(ethylsulfonamido)-3-methoxyphenyl)-5-(pyrazin-2-ylamino)-1H-pyrazole-4-carboxamide C(C)S(=O)(=O)NC1=C(C=C(C=C1)C1=NNC(=C1C(=O)N)NC1=NC=CN=C1)OC